ClC1=C(C(=CC=C1)Cl)C=1OC(=C(N1)C(=O)N)NC1=CC=C(C=C1)C(=O)N1C=CS(C=C1)(=O)=O 2-(2,6-dichlorophenyl)-5-[4-(1,1-dioxo-1,4-thiazine-4-carbonyl)anilino]oxazole-4-carboxamide